5-((3-(4-cyclopropylphenyl)-2,3-dihydro-[1,4]dioxino[2,3-b]pyridin-7-yl)oxy)pyridin-2-amine C1(CC1)C1=CC=C(C=C1)C1COC=2C(=NC=C(C2)OC=2C=CC(=NC2)N)O1